N-(3-(1,1-difluoro-2-methylpropyl)phenyl)-1-(4-(difluoromethoxy)phenyl)-3-methyl-5-oxo-4,5-dihydro-1H-pyrazole-4-carboxamide FC(C(C)C)(F)C=1C=C(C=CC1)NC(=O)C1C(=NN(C1=O)C1=CC=C(C=C1)OC(F)F)C